ClC=1C=C2C(=NC(=NC2=C(C1C1=CC(=CC2=CC=CC=C12)O)F)OC[C@H]1N(CCC1)C)N1C2CN(CCC1CC2)C(=O)OC(C)(C)C tert-butyl 9-(6-chloro-8-fluoro-7-(3-hydroxynaphthalen-1-yl)-2-(((S)-1-methylpyrrolidin-2-yl)methoxy)quinazolin-4-yl)-3,9-diazabicyclo[4.2.1]nonane-3-carboxylate